O1C2=C(N(CC1)C(=O)C1=NC(=CN=C1)N1CCN(CC1)C)C=CC=C2 (2,3-dihydro-4H-benzo[b][1,4]oxazin-4-yl)(6-(4-methylpiperazin-1-yl)pyrazin-2-yl)methanone